FC(C=1C=C(C=CC1)C(=C)C1=CC=2NC3=CC=CC=C3SC2C=C1)F 2-(1-(3-(difluoromethyl)phenyl)vinyl)-10H-phenothiazine